4-carbamoyl-4-ethoxy-piperidine-1-carboxylic acid tert-butyl ester C(C)(C)(C)OC(=O)N1CCC(CC1)(OCC)C(N)=O